C(C(C)(C)C)(=O)OC1=CC2=C(C(=CCCC2)B2OC(C(O2)(C)C)(C)C)C=C1 9-(4,4,5,5-tetramethyl-1,3,2-dioxaborolan-2-yl)-6,7-dihydro-5H-benzo[7]annulen-3-yl pivalate